N-(5-(((2s,4r)-4-((4,5-difluoropyridin-2-yl)oxy)-2-methylpyrrolidin-1-yl)methyl)-4-fluorothiazol-2-yl)acetamide cytidinebutyrate [C@]1([C@H](O)[C@H](O)[C@@H](CO)O1)(N1C(=O)N=C(N)C=C1)CCCC(=O)O.FC1=CC(=NC=C1F)O[C@@H]1C[C@@H](N(C1)CC1=C(N=C(S1)NC(C)=O)F)C